C1(=CC=CC=C1)[Si](C=1C=CC=2NC3=CC=CC=C3C2C1)(C1=CC=CC=C1)C1=CC=CC=C1 3-(triphenylsilyl)-9H-carbazole